trans-4-((4-(2-Iso-propyloxazol-4-yl)-pyridine-2-yl)((trans-4-(5-methoxy-6-methylpyridin-2-yl)-cyclohexyl)methyl)-carbamoyl)cyclohexyl 3-(dimethylamino)-azetidine-1-carboxylate CN(C1CN(C1)C(=O)O[C@@H]1CC[C@H](CC1)C(N(C[C@@H]1CC[C@H](CC1)C1=NC(=C(C=C1)OC)C)C1=NC=CC(=C1)C=1N=C(OC1)C(C)C)=O)C